octane-1,8-diylbis(oxy)bis(1-phenylethan-1-amine) C(CCCCCCCOC(C)(N)C1=CC=CC=C1)OC(C)(N)C1=CC=CC=C1